O[C@H](CC1=C(C=CC(=C1)OC)S(=O)(=O)NC[C@@H](C)O)[C@H](CC1=CC=CC=C1)NC(=O)NC=1C=C2C(N(C(C2=CC1)=O)C(C)C)=O ((2R,3S)-2-hydroxy-3-(3-(2-isopropyl-1,3-dioxoisoindol-5-yl)ureido)-4-phenylbutyl)-N-((R)-2-hydroxypropyl)-4-methoxybenzenesulfonamide